3,3',5,5'-tetrakis(α-hydroxyisopropyl)biphenyl OC(C)(C)C=1C=C(C=C(C1)C(C)(C)O)C1=CC(=CC(=C1)C(C)(C)O)C(C)(C)O